BrC1=CC(=C(C=C1)C=1OC2=C(C=CC=C2C(C1)=O)Cl)O 2-(4-bromo-2-hydroxy-phenyl)-8-chloro-chromen-4-one